ClC=1C=C2C(=NC1C1=CC=C(C=C1)C1=C(C=CC=C1)O)N=C(N2)SCP(OCC)(OCC)=O diethyl (((6-chloro-5-(2'-hydroxy-[1,1'-biphenyl]-4-yl)-1H-imidazo[4,5-b]pyridin-2-yl)thio)methyl)phosphonate